(R)-N-(2-methyl-4-(3-((7-(methylsulfonyl)quinazolin-2-yl)amino)pyrrolidine-1-carbonyl)phenyl)acrylamide CC1=C(C=CC(=C1)C(=O)N1C[C@@H](CC1)NC1=NC2=CC(=CC=C2C=N1)S(=O)(=O)C)NC(C=C)=O